(S,E)-methyl (7-(dimethylamino)-1-((1-((4-isobutyl-1H-indol-2-yl)methyl)-2-oxo-1,2-dihydropyridin-3-yl)amino)-1,7-dioxohept-5-en-2-yl)carbamate CN(C(/C=C/CC[C@@H](C(=O)NC=1C(N(C=CC1)CC=1NC2=CC=CC(=C2C1)CC(C)C)=O)NC(OC)=O)=O)C